(1R,5S)-3-(4-bromo-5-methyl-triazol-1-yl)-8-azoniabicyclo[3.2.1]octane hydrochloride Cl.BrC=1N=NN(C1C)C1C[C@H]2CC[C@@H](C1)[NH2+]2